ClC=1C=C2C(=NC(=NC2=CC1C1=C(C=CC(=N1)N)C(F)(F)F)OC[C@@H]1[C@H]2C[C@H]2CN1C)N1CCNCC1 6-(6-chloro-2-(((1s,2s,5r)-3-methyl-3-azabicyclo[3.1.0]hex-2-yl)methoxy)-4-(piperazin-1-yl)quinazolin-7-yl)-5-(trifluoromethyl)pyridin-2-amine